4-(bromomethyl)benzylphosphonic acid BrCC1=CC=C(CP(O)(O)=O)C=C1